(R)-N-((R)-1-(Benzo[d][1,3]dioxol-4-yl)ethyl)-4-(2-fluoropyridin-4-yl)-2-methylpiperazine-1-carboxamide O1COC2=C1C=CC=C2[C@@H](C)NC(=O)N2[C@@H](CN(CC2)C2=CC(=NC=C2)F)C